4-chlorobenzyl-p-aminophenol perchlorate Cl(=O)(=O)(=O)OC1=C(C=C(C=C1)N)CC1=CC=C(C=C1)Cl